ClC=1C(=CC(=NC1)OC)[C@H](C(=O)O)C (2R)-2-(5-Chloro-2-methoxypyridin-4-yl)propanoic Acid